tert-butyl (2R,6S)-4-(6-cyano-5-cyclopropylpyridin-2-yl)-2,6-dimethylpiperazine-1-carboxylate C(#N)C1=C(C=CC(=N1)N1C[C@H](N([C@H](C1)C)C(=O)OC(C)(C)C)C)C1CC1